C(C)(C)(C)OC(=O)N1N=C(C=2C1=NC(=CN2)N2CCC(CC2)(C)NC(=O)OC(C)(C)C)C2=C(C(=CC=C2)Cl)Cl 6-(4-((tert-butoxycarbonyl)amino)-4-methylpiperidin-1-yl)-3-(2,3-dichlorophenyl)-1H-pyrazolo[3,4-b]Pyrazine-1-carboxylic acid tert-butyl ester